tert-butyl 4-oxo-2-(1-(2-phenoxypyridin-4-yl)cyclopropyl)-3,4,5,7,8,9-hexahydro-6H-pyrimido[5,4-c]azepine-6-carboxylate O=C1NC(=NC2=C1CN(CCC2)C(=O)OC(C)(C)C)C2(CC2)C2=CC(=NC=C2)OC2=CC=CC=C2